C1([C@H](O)[C@@H](O)[C@H](O)[C@H](O1)CO)C(C(=O)N)CC glucosyl-butanamide